N1=CN=CC(=C1)C1=CC=C(C=C1)CC(=O)N1[C@H](CCC1)C(=O)OC methyl (2-(4-(pyrimidin-5-yl)phenyl) acetyl)-D-prolinate